7,8-dichloro-2-((3,4-dichlorophenyl)amino)quinazoline-4(3H)-One ClC1=CC=C2C(NC(=NC2=C1Cl)NC1=CC(=C(C=C1)Cl)Cl)=O